N1(N=CC=C1)C1=CC=C(C=N1)N1C[C@H](CC1)CO (S)-(1-(6-(1H-pyrazol-1-yl)pyridin-3-yl)pyrrolidin-3-yl)methanol